N[C@@H]1CN(CC[C@H]1F)C1=NC2=C(N1CC(=O)N1CC(OCC1)COC)C=C(C(=C2)F)F 2-(2-((3R,4R)-3-Amino-4-fluoropiperidin-1-yl)-5,6-difluoro-1H-benzo[d]imidazol-1-yl)-1-(2-(methoxymethyl)morpholino)ethanon